(3R,4S)-3-cyclopropyl-1-[6-(5-fluoro-4-methylpyridin-2-yl)pyrrolo[1,2-b]pyridazin-4-yl]-4-methyl-2-oxopyrrolidine-3-carbonitrile C1(CC1)[C@]1(C(N(C[C@H]1C)C=1C=2N(N=CC1)C=C(C2)C2=NC=C(C(=C2)C)F)=O)C#N